[Ru](Cl)Cl.C(CCC)C1=C(C(C(C=C2C(CCCC2)P(C2CCCCC2)C2CCCCC2)(C=C1CCCC)C1=C(C=C(C=C1C)C)C)=C1NCCN1)C1=C(C=C(C=C1C)C)C 4,5-dibutyl-1,3-bis(2,4,6-trimethylphenyl)-2-(imidazolidinylidene)(benzylidene)(tricyclohexylphosphine) ruthenium dichloride